OC1=C(C(=O)C2=C(C=C(C=C2)OCCCC)O)C=CC(=C1)OCC 2,2'-dihydroxy-4-ethoxy-4'-butoxybenzophenone